5-fluoro-3-(2-(3-(4-n-butylphenyl)-4-oxothiazolidin-2-ylidene)hydrazono)indol-2-one FC=1C=C2C(C(NC2=CC1)=O)=NN=C1SCC(N1C1=CC=C(C=C1)CCCC)=O